ethyl(2-phenoxy)acetate C(C)OC(COC1=CC=CC=C1)=O